C(C)(C)(C)OC(=O)N1CC(CC1)NC=1OC=2C(=NC(=CC2)Cl)N1 3-[(5-Chlorooxazolo[4,5-b]pyridin-2-yl)amino]pyrrolidine-1-carboxylic acid tert-butyl ester